O=C1NC(CCC1N1CC2=CC=C(C=C2C1=O)N(C1CCN(CC1)C(=O)OC(C)(C)C)C)=O tert-butyl 4-[[2-(2,6-Dioxo-3-piperidyl)-3-oxo-isoindolin-5-yl]-methyl-amino]piperidine-1-carboxylate